Methyl (1S,2R,4R,5R)-4-((diphenylmethylene)amino)bicyclo[3.1.0]hexane-2-carboxylate C1(=CC=CC=C1)C(C1=CC=CC=C1)=N[C@@H]1C[C@H]([C@H]2C[C@@H]12)C(=O)OC